ClC=1C=C(C=C(C1)NS(=O)(=O)C)NC(=O)C=1SC(=C(C1)C1=NC=C(C=C1OCC=1C=NC=C(C1)F)F)C#N N-(3-chloro-5-(methylsulfonamido)phenyl)-5-cyano-4-(5-fluoro-3-((5-fluoropyridin-3-yl)methoxy)pyridin-2-yl)thiophene-2-carboxamide